benzyl 3-hydroxy-3-(trifluoromethyl)-8-azabicyclo[3.2.1]octane-8-carboxylate OC1(CC2CCC(C1)N2C(=O)OCC2=CC=CC=C2)C(F)(F)F